N-(3-(3,4-dihydroisoquinolin-2(1H)-yl)-2-hydroxypropyl)-6-methyl-4,5,6,7-tetrahydrothieno[3,2-b]pyridine-2-carboxamide C1N(CCC2=CC=CC=C12)CC(CNC(=O)C1=CC=2NCC(CC2S1)C)O